C(C)C=C(C(=O)O)C ethyl-methacrylic acid